sodium (S)-3-(2',6'-dichlorobiphenyl-3-yl)-3-(3-(1-methyl-4-oxido-2-oxo-1,2-dihydropyridin-3-yl)ureido)propanoate ClC1=C(C(=CC=C1)Cl)C1=CC(=CC=C1)[C@H](CC(=O)[O-])NC(=O)NC=1C(N(C=CC1[O-])C)=O.[Na+].[Na+]